N(=C=O)C1CCN(CC1)C(=O)OC(C1=CC=CC=C1)=O benzoyl 4-isocyanatopiperidine-1-carboxylate